FC1=C(C=CC=C1)C1=CC(=CN1S(=O)(=O)C=1C=NC=CC1)C=O 5-(2-fluorophenyl)-1-[(pyridin-3-yl)sulfonyl]-1H-pyrrole-3-formaldehyde